4-(1-carboxy-5-(5-((3aS,6aR)-2-oxohexahydro-1H-thieno[3,4-d]imidazol-4-yl)pentanamido)pentylcarbamoyl)benzenediazonium chloride [Cl-].C(=O)(O)C(CCCCNC(CCCCC1SC[C@@H]2NC(N[C@@H]21)=O)=O)NC(=O)C2=CC=C(C=C2)[N+]#N